C1(=CC=CC=C1)C1=NC(=CC(=N1)C=1C(=C(C(=C(C1N1C2=CC=CC=C2C=2C=CC=CC12)N1C2=CC=CC=C2C=2C=CC=CC12)C1=NC(=NC(=C1)C1=CC=CC=C1)C1=CC=CC=C1)N1C2=CC=CC=C2C=2C=CC=CC12)N1C2=CC=CC=C2C=2C=CC=CC12)C1=CC=CC=C1 9,9',9'',9'''-(3,6-bis(2,6-diphenylpyrimidin-4-yl)benzene-1,2,4,5-tetrayl)tetrakis(9H-carbazole)